CO[Si](CCCC#N)(OC)OC 4-(trimethoxysilyl)-butyronitrile